1-[4-(4-Methyl-pyrazol-1-ylmethyl)-benzyl]-3-trifluoromethyl-1H-pyrazole-4-carboxylic acid lithium salt [Li+].CC=1C=NN(C1)CC1=CC=C(CN2N=C(C(=C2)C(=O)[O-])C(F)(F)F)C=C1